(2-pyridyldithio)propionamide N1=C(C=CC=C1)SSC(C(=O)N)C